3-methoxytyramine-d4-HCl Cl.COC=1C=C(CC(N([2H])[2H])([2H])[2H])C=CC1O